tert-butyl 1-methyl-2-oxo-7-azaspiro[3.5]nonane-7-carboxylate CC1C(CC12CCN(CC2)C(=O)OC(C)(C)C)=O